C(C)(C)(C)NC(=O)C1=NC(=CC2=C1OCO2)NC2=CC(=CC(=C2)F)F N-tert-butyl-6-(3,5-difluoroanilino)-[1,3]dioxolo[4,5-c]pyridine-4-carboxamide